(2R)-2-(trans-4-aminocyclohexyl)-7-chloro-N-[(4,6-dimethyl-2-oxo-1,2-dihydropyridin-3-yl)methyl]-2,4-dimethyl-1,3-benzodioxole-5-carboxamide N[C@@H]1CC[C@H](CC1)[C@@]1(OC2=C(O1)C(=CC(=C2C)C(=O)NCC=2C(NC(=CC2C)C)=O)Cl)C